(4aR,6R,7R,7aR)-6-(2-amino-6-ethoxy-9H-purin-9-yl)-7-fluoro-2-isopropoxy-7-methyltetrahydro-4H-furo[3,2-d][1,3,2]dioxaphosphinine 2-oxide NC1=NC(=C2N=CN(C2=N1)[C@H]1[C@]([C@@H]2OP(OC[C@H]2O1)(OC(C)C)=O)(C)F)OCC